ClC1=C(C=C(C(=C1)F)N1C(N(C(N(C1=O)C)=S)C)=O)C1=NO[C@@](C1)(C(=O)OCC)C ethyl (5S)-3-[2-chloro-5-(3,5-dimethyl-2,6-dioxo-4-thioxo-1,3,5-triazinan-1-yl)-4-fluoro-phenyl]-5-methyl-4H-isoxazole-5-carboxylate